FC1=C(CNC(=O)[C@]2(C=3C=CC=NC3[C@H](CC2)O)F)C=CC(=C1)F (5S,8S)-N-(2,4-difluorobenzyl)-5-fluoro-8-hydroxy-5,6,7,8-tetrahydroquinoline-5-carboxamide